6-fluoro-N~2~-(2-methoxy-6-methylpyridin-3-yl)-7-(8-methyl-2,3-dihydro-1H-pyrido[2,3-b][1,4]oxazin-7-yl)quinazoline-2,5-diamine FC1=C(C=2C=NC(=NC2C=C1C1=C(C2=C(OCCN2)N=C1)C)NC=1C(=NC(=CC1)C)OC)N